CC1=COC2=C1C(=O)C3=C(C2=O)C4=C(C=C3)C(CCC4)(C)CO The molecule is a diterpenoid that is 1,2,3,4-tetrahydrophenanthro[3,2-b]furan-7,11-dione substituted by a hydroxymethyl group at position 4 and methyl groups at positions 4 and 8 respectively. Isolated from Salvia miltiorrhiza, it exhibits platelet aggregation inhibitory activity. It has a role as a metabolite and a platelet aggregation inhibitor. It is an organic heterotetracyclic compound, a cyclic ether, a primary alcohol, a diterpenoid and a member of p-quinones.